CN1CC(C(=CC1)C1=CC=C(CN2C=CC3=CC(=CC=C23)N2N=C(C=C2C)C(=O)N)C=C1)C 1-(1-(4-(1,3-Dimethyl-1,2,3,6-tetrahydropyridin-4-yl)benzyl)-1H-indol-5-yl)-5-methyl-1H-pyrazol-3-carboxamid